(E)-1,3-diethyl-7-methyl-8-(4-((1-(methylsulfonyl)piperidin-4-yl)oxy)styryl)-1H-purine-2,6(3H,7H)-dione C(C)N1C(N(C=2N=C(N(C2C1=O)C)\C=C\C1=CC=C(C=C1)OC1CCN(CC1)S(=O)(=O)C)CC)=O